FC1=C(C=C(C=C1)CCC(=O)O)C 3-(4-fluoro-3-methylphenyl)propanoic acid